(1,3-dihydrospiro[indene-2,3'-pyrrolidin]-5-yl)-N4-(2-(6-methylpyridin-2-yl)pyrimidin-4-yl)pyrimidine-2,4-diamine N1CC2(CC1)CC1=CC=C(C=C1C2)C=2C(=NC(=NC2)N)NC2=NC(=NC=C2)C2=NC(=CC=C2)C